Octane-8-carboxamide methyl-butyrate COC(CCC)=O.CCCCCCCCC(=O)N